CC(C(=O)[O-])(C(=O)[O-])C.[Li+].[Na+] sodium lithium 2,2-dimethylmalonate